4-pentyloxymethoxy-1-methylbutylmagnesium bromide C(CCCC)OCOCCCC(C)[Mg]Br